2-(3-Nitropyridin-2-yl)octahydrocyclopenta[c]pyrrole [N+](=O)([O-])C=1C(=NC=CC1)N1CC2C(C1)CCC2